C(C)(=O)O[C@H]1/C=C/[C@@H]([C@H](OC(C[C@H](CC[C@]1(C)O)O)=O)\C(\C)=C\C=C\C(C)C1=NC(=CC=C1)OC)C [(2S,3S,4E,6S,7S,10S)-7,10-dihydroxy-2-[(2E,4E)-6-(6-methoxypyridin-2-yl)hepta-2,4-dien-2-yl]-3,7-dimethyl-12-oxo-1-oxacyclododec-4-en-6-yl] acetate